CC(CC(C)C1N(CCC1)C(=O)O)C1N(CCC1)C(=O)O pentane-2,4-diylbis(pyrrolidine-1-carboxylic acid)